3-(5-(difluoromethyl)-1,3,4-thiadiazol-2-yl)-N-(1-methylcyclopropyl)-8-(1,2,3,6-tetrahydropyridin-4-yl)imidazo[1,2-a]pyridine-6-sulfonamide FC(C1=NN=C(S1)C1=CN=C2N1C=C(C=C2C=2CCNCC2)S(=O)(=O)NC2(CC2)C)F